3-(3,5-dimethyl-1H-pyrazol-1-yl)-5-iodopyridine CC1=NN(C(=C1)C)C=1C=NC=C(C1)I